[5-[3-[2-[[(7S,8S)-7-methyl-1,4-dioxaspiro[4.5]decan-8-yl]amino]-1,3-benzothiazol-7-yl]phenyl]-2-furyl]phosphonic acid C[C@H]1CC2(OCCO2)CC[C@@H]1NC=1SC2=C(N1)C=CC=C2C=2C=C(C=CC2)C2=CC=C(O2)P(O)(O)=O